C1(CC1)N1N=C(C(=C1)OC1=NC2=CC(=CC=C2C=C1)C=1C=NN(C1)C)C1=CC=CC=C1 ((1-cyclopropyl-3-phenyl-1H-pyrazol-4-yl)oxy)-7-(1-methyl-1H-pyrazol-4-yl)quinoline